N-{3-fluoro-4-[6-methoxy-7-(3-morpholinopropoxy)quinolin-4-yloxy]phenyl}-3-oxo-4-(3,4-dichlorophenyl)-3,4-dihydropyrazine-2-carboxamide FC=1C=C(C=CC1OC1=CC=NC2=CC(=C(C=C12)OC)OCCCN1CCOCC1)NC(=O)C1=NC=CN(C1=O)C1=CC(=C(C=C1)Cl)Cl